C(C)(=O)ON(C(C)=O)C1=CC=C(C(=O)OC[C@@]2(C=C3C(C(C4(C(=C3C2O)C)CC4)(C)O)=O)C)C=C1 ((2'S)-3',6'-dihydroxy-2',4',6'-trimethyl-7'-oxo-2',3',6',7'-tetrahydrospiro[cyclopropane-1,5'-inden]-2'-yl)methyl 4-(N-acetoxyacetamido)benzoate